Cl.CC(CN)(C)SSC1=NC=CC=C1 2-Methyl-2-(2-pyridyldisulfanyl)propan-1-amine hydrochloride